FC1=C(C=CC(=C1F)OC)C1=CN=C2N1C=CN=C2NC2=CC(=C(C(=O)NCC1CCN(CC1)CC=1C=NC=CC1)C=C2)CC 4-[[3-(2,3-difluoro-4-methoxy-phenyl)imidazo[1,2-a]pyrazin-8-yl]amino]-2-ethyl-N-[[1-(3-pyridylmethyl)-4-piperidyl]methyl]benzamide